[Li].BrC1=CC=2C(=NC=C3C2N(C(N3C([2H])([2H])[2H])=O)[C@H]3C[C@@H](CC3)NC(OC(C)(C)C)=O)N1S(=O)(=O)C1=CC=CC=C1 tert-butyl ((1R,3R)-3-(7-bromo-3-(methyl-d3)-2-oxo-6-(phenylsulfonyl)-3,6-dihydroimidazo[4,5-d]pyrrolo[2,3-b]pyridin-1(2H)-yl)cyclopentyl)carbamate Lithium